3-(5-(4-(2-((R)-3-(4-amino-3-(4-phenoxyphenyl)-1H-pyrazolo[3,4-d]pyrimidin-1-yl)-[1,4'-bipiperidin]-1'-yl)ethyl)piperazin-1-yl)-1-oxoisoindolin-2-yl)piperidine-2,6-dione NC1=C2C(=NC=N1)N(N=C2C2=CC=C(C=C2)OC2=CC=CC=C2)[C@H]2CN(CCC2)C2CCN(CC2)CCN2CCN(CC2)C=2C=C1CN(C(C1=CC2)=O)C2C(NC(CC2)=O)=O